2-(hydrazinomethyl)prop-2-en-1-ol N(N)CC(CO)=C